(2Z)-3-[3-cyano-1-(oxan-2-yl)indazol-6-yl]-2-fluoro-N-(5-fluoro-2,4-dimethylpyridin-3-yl)prop-2-enamide C(#N)C1=NN(C2=CC(=CC=C12)\C=C(\C(=O)NC=1C(=NC=C(C1C)F)C)/F)C1OCCCC1